tertbutyl (Z)-2-(3-ethoxy-2-fluoro-3-oxoprop-1-en-1-yl)pyrrolidine-1-carboxylate C(C)OC(/C(=C/C1N(CCC1)C(=O)OC(C)(C)C)/F)=O